5-(piperidin-1-ylmethyl)-3-p-tolyl-1,2,4-oxadiazole N1(CCCCC1)CC1=NC(=NO1)C1=CC=C(C=C1)C